N-(4-(4-(2-(6,6-difluoro-3-azabicyclo[3.1.0]hexan-3-yl)-6-methylpyrimidin-4-yl)-1H-pyrazol-1-yl)-3-(6-azaspiro[2.5]octane-6-yl)phenyl)-2-hydroxyethane-1-Sulfonamide FC1(C2CN(CC12)C1=NC(=CC(=N1)C=1C=NN(C1)C1=C(C=C(C=C1)NS(=O)(=O)CCO)N1CCC2(CC2)CC1)C)F